C(C)C=1C(=CC(=C(C1)NC1=NC=C(C(=N1)NC=1C(=C2N=CC=NC2=CC1)NS(=O)(=O)C)C)OC)N1CCC(CC1)N1CCN(CC1)C N-(6-((2-((5-ethyl-2-methoxy-4-(4-(4-methylpiperazin-1-yl)piperidin-1-yl)phenyl)amino)-5-methylpyrimidin-4-yl)amino)quinoxalin-5-yl)methanesulfonamide